CC(C)CC(C[C@H](C=C)C)=O |r| (±)-2,6-dimethyl-7-octen-4-one